FC1(CN(C1)C(=O)NC1=CC(=C(C=C1)F)N1N=C2N=CC(=CC2=C1)C(CCO)CC)F 3,3-difluoro-N-{4-fluoro-3-[5-(oxahex-4-yl)-2H-pyrazolo[3,4-b]pyridin-2-yl]phenyl}azetidine-1-carboxamide